4-(7'-methyl-2'-oxo-1',2'-dihydrospiro[cyclohexane-1,3'-indol]-4-yl)-1,4-diazepan-1-carboxylic acid ethyl ester C(C)OC(=O)N1CCN(CCC1)C1CCC2(C(NC3=C(C=CC=C23)C)=O)CC1